COCC1(C=CC2=C(C=CC=C12)C1CCCCC1)COC 1,1-bis(methoxymethyl)-4-cyclohexylindene